C(C)OC(C(CC(C)([N+](=O)[O-])C)CCCNC(=O)OC(C)(C)C)=O 2-(3-tert-butoxycarbonylamino-propyl)-4-methyl-4-nitro-pentanoic acid ethyl ester